FC1=C(COC(CCS(=O)(=O)C2=NC(=CC(=N2)C=2C=CC(N(C2)CC2=CC(=C(C=C2)OC)F)=O)C(F)F)C2=CC=CC=C2)C=CC(=C1)F 5-(2-(3-(2,4-difluorobenzyloxy)-3-phenylpropylsulfonyl)-6-(difluoromethyl)pyrimidin-4-yl)-1-(3-fluoro-4-methoxybenzyl)pyridin-2(1H)-one